C(#N)N1CC(CC1)(C(=O)NC=1SC(=CN1)C1=CC=CC=C1)COC cyano-3-(methoxymethyl)-N-(5-phenylthiazol-2-yl)pyrrolidine-3-carboxamide